2'-(methoxymethyl)-[1,1'-biphenyl]-2,6-diol COCC1=C(C=CC=C1)C=1C(=CC=CC1O)O